ClC=1C=C(C=NC1C(F)(F)F)O 5-chloro-6-(trifluoromethyl)pyridin-3-ol